FC1(CN(C1)CCCOC1=CC=2N(C=C1)C=CN2)F 7-[3-(3,3-difluoroazetidin-1-yl)propoxy]imidazo[1,2-a]pyridin